NCCC(O)C1=C(C=NC2=CC=C(N=C12)OC)Br 3-amino-1-(3-bromo-6-methoxy-1,5-naphthyridin-4-yl)propan-1-ol